2-(2-methyl-4-nitrophenyl)-1H-pyrrolo[2,3-c]pyridine-1-carboxylate CC1=C(C=CC(=C1)[N+](=O)[O-])C1=CC=2C(=CN=CC2)N1C(=O)[O-]